NC1=C(N=CC(=N1)N1CCC2([C@@H]([C@@H](OC2)C)N)CC1)C1=C(C(=CC=C1)Cl)Cl (3S,4S)-8-(6-amino-5-(2,3-dichlorophenyl)pyrazin-2-yl)-3-methyl-2-oxa-8-azaspiro[4.5]decan-4-amine